((1S,4R,6R)-6-((5-bromopyridin-2-yl)oxy)-2-azabicyclo[2.2.1]heptan-2-yl)(5-fluoro-2-(2H-1,2,3-triazol-2-yl)phenyl)methanone BrC=1C=CC(=NC1)O[C@@H]1C[C@@H]2CN([C@H]1C2)C(=O)C2=C(C=CC(=C2)F)N2N=CC=N2